COC(CCSCC(=O)OC)=O 3-((2-methoxy-2-oxoethyl)thio)propionic acid methyl ester